COC=1C=C2C=CC=NC2=C(C1)NS(=O)(=O)C1=NC=C(C=C1)C N-(6-methoxy-quinolin-8-yl)-5-methylpyridine-2-sulfonamide